3-Bromo-6-(pyrrolidin-1-ylmethyl)pyrazolo[1,5-a]pyrimidine BrC=1C=NN2C1N=CC(=C2)CN2CCCC2